FC1=C(C=C(C=C1)NC(=O)C1=C(N(C(=C1C)C(C(=O)NC1(CCOCC1)C(NC1(CC(C1)O)C)=O)=O)C)C)C N-(4-fluoro-3-methylphenyl)-5-(2-((4-(((1s,3s)-3-hydroxy-1-methylcyclobutyl)carbamoyl)tetrahydro-2H-pyran-4-yl)amino)-2-oxoacetyl)-1,2,4-trimethyl-1H-pyrrole-3-carboxamide